CC1=NC(=CC(=C1)C=1NC2=CC=C(C=C2C1C(C)C)OCC1CCN(CC1)C)C 2-(2,6-dimethylpyridin-4-yl)-3-isopropyl-5-((1-methylpiperidin-4-yl)methoxy)-1H-indole